N-ethoxycarbonyl-methyl-4-phenyl-2-pyrrolidinone C(C)OC(=O)N1C(C(C(C1)C1=CC=CC=C1)C)=O